NCC1=NN=C(S1)C=1N(C2=CC=CC(=C2C1)N[C@H]1[C@H](CN(CC1)C(=O)OC(C)(C)C)F)CC(F)(F)F |r| (+/-)-tert-butyl (3S,4R)-4-((2-(5-(aminomethyl)-1,3,4-thiadiazol-2-yl)-1-(2,2,2-trifluoroethyl)-1H-indol-4-yl)amino)-3-fluoropiperidine-1-carboxylate